monooxazole O1C=NC=C1